FC(C=1C=CC(=NC1)CNC1C=2N=CC=NC2CCC1)(F)F N-[[5-(trifluoromethyl)-2-pyridyl]methyl]-5,6,7,8-tetrahydroquinoxalin-5-amine